(S)-3-(6-((2R,6R)-4-(5-chloro-4-((1-methyl-2-oxoindol-5-yl)amino)pyrimidin-2-yl)-2,6-dimethylpiperazin-1-yl)-1-methyl-1H-indazol-3-yl)piperidine-2,6-dione ClC=1C(=NC(=NC1)N1C[C@H](N([C@@H](C1)C)C1=CC=C2C(=NN(C2=C1)C)[C@H]1C(NC(CC1)=O)=O)C)NC=1C=C2CC(N(C2=CC1)C)=O